C(#C)C1=CN(C2=NC=C(C=C21)NC(C=C)=O)C N-(3-ethynyl-1-methyl-1H-pyrrolo[2,3-b]pyridin-5-yl)acrylamide